FC=1C=C(N)C=C(C1)OC1=CC=C(C=C1)C(F)(F)F 3-fluoro-5-(4-(trifluoromethyl)phenoxy)aniline